O=C1CCC12CN(C2)CC2=CC=C(C=C2)C#CC2=CC=C(C=C2)[C@H](CC2=C(C(NC=N2)=O)O)CN[C@H](CF)C 6-((S)-2-(4-((4-((1-oxo-6-azaspiro[3.3]heptan-6-yl)methyl)phenyl)ethynyl)phenyl)-3-(((S)-1-fluoropropan-2-yl)amino)propyl)-5-hydroxypyrimidin-4(3H)-one